C(CCC\C=C/C\C=C/C\C=C/C\C=C/CCCCC)(=O)OCC(O)CO Glyceryl mono-arachidonate